[17O]Urea NC(=[17O])N